(piperidin-4-yl)azepan-2-one hydrochloride Cl.N1CCC(CC1)N1C(CCCCC1)=O